C(C)NC(CN1N=C(C=CC1=O)C1=NC(=NO1)C1=CC(=CC=C1)F)=O N-ethyl-2-[3-[3-(3-fluorophenyl)-1,2,4-oxadiazol-5-yl]-6-oxopyridazin-1-yl]acetamide